6-amino-spiro[3.3]heptan-2-ol NC1CC2(CC(C2)O)C1